4-(4-(3-(4-fluorophenyl)ureido)phenyl)-7H-pyrrolo[2,3-d]pyrimidin FC1=CC=C(C=C1)NC(NC1=CC=C(C=C1)C=1C2=C(N=CN1)NC=C2)=O